C(C)(=O)[O-].C(C(C)N)N.C(C(C)N)N.[Pt+2].C(C)(=O)[O-] platinum bis(propylenediamine) acetate